C(CCCCCCC\C=C/CCCC)(=O)OCC(COC(CCCCCN(C)C)=O)(COC(CCCCCCC\C=C/CCCC)=O)COC(CCCCCCC\C=C/CCCC)=O 3-((6-(Dimethylamino)hexanoyl)oxy)-2,2-bis(((9Z)-tetradec-9-enoyloxy)methyl)propyl (9Z)-tetradec-9-enoate